1-(2-(4'-fluoro-[1,1'-biphenyl]-4-yl)propan-2-yl)-3-(3-methyl-1-azabicyclo[4.2.2]decan-3-yl)urea FC1=CC=C(C=C1)C1=CC=C(C=C1)C(C)(C)NC(=O)NC1(CN2CCC(CC1)CC2)C